C1(=CC=CC=C1)C(C)OC1=CC=C(C=C1)C=1NC2=NC=NC(=C2N1)C=1CCNCC1 8-(4-(1-Phenylethoxy)phenyl)-6-(1,2,3,6-tetrahydropyridin-4-yl)-9H-purine